1-Benzyloxy-2-iodo-3,5-dimethyl-benzene C(C1=CC=CC=C1)OC1=C(C(=CC(=C1)C)C)I